C(CCC)N1N=C(C(=C1C(C)(C)C)O)C(C)C Butyl-5-tert-butyl-4-hydroxy-3-isopropyl-pyrazol